3-bromo-5,7-dichloro-1-methyl-1H-pyrrolo[3,2-b]pyridine BrC1=CN(C=2C1=NC(=CC2Cl)Cl)C